CC=1N=CN(C1)C=1C=C(C=C(C1)C(F)(F)F)C1=NC2=CC(=CC=C2C=N1)[N+](=O)[O-] 2-(3-(4-methyl-1H-Imidazol-1-yl)-5-(trifluoromethyl)phenyl)-7-nitroquinazoline